(1R,3S)-3-(3-{[(3-methoxy-1-methyl-1H-pyrazol-5-yl)carbonyl]amino}-1H-pyrazol-5-yl)cyclopentyl [(2S)-1-methoxypropan-2-yl]carbamate COC[C@H](C)NC(O[C@H]1C[C@H](CC1)C1=CC(=NN1)NC(=O)C1=CC(=NN1C)OC)=O